C(C)SC1=NC(NC(N1CC1=C(C=C(C(=C1)F)F)F)=O)=O 6-(ethylthio)-1-[(2,4,5-trifluorophenyl)methyl]-3H-1,3,5-triazine-2,4-dione